4-(2-(5-chloro-2-fluorophenyl)-5-isopropylpyridin-4-ylamino)-N-(1,3-dihydroxypropan-2-yl)nicotinamide ClC=1C=CC(=C(C1)C1=NC=C(C(=C1)NC1=CC=NC=C1C(=O)NC(CO)CO)C(C)C)F